FC1=CC(=C(C=C1)N1CN(C(C2=CC=C(C=C12)C(F)(F)F)=O)C1CNC(NC1)=O)C 1-(4-fluoro-2-methylphenyl)-3-(2-oxohexahydropyrimidin-5-yl)-7-(trifluoromethyl)-2,3-dihydro-quinazolin-4(1H)-one